4,5-dichloro-2-n-octyl-isothiazolin ClC1CN(SC1Cl)CCCCCCCC